NC1=C2C(=NC=3CCCCC13)N(C=1C=CC(=CC12)OC)CCCC(C)=O 5-(11-amino-9-methoxy-1,2,3,4-tetrahydro-6H-indolo[2,3-b]quinolin-6-yl)pentan-2-one